CCCCCCCC(CCC)C(=O)N Undecane-8-carboxamide